C(C)(C)(C1=C(C=CC=C1C1=CC=CC=C1)O)C1=C(C=CC=C1C1=CC=CC=C1)O isopropylidenedi(3-phenylphenol)